Cl.BrC=1C=NN(C1)C1CNCCC1O 3-(4-bromo-1H-pyrazol-1-yl)piperidin-4-ol hydrochloride